C(CCCCCCCCCC)(N)(N)N undecanetriamine